C(C)C1=NC(=C(C(=C1C(=O)O)C1=CC=NC=C1)OC)C 2-ethyl-5-methoxy-6-methyl-(4,4-bipyridine)-3-carboxylic acid